Disodium terephthalate salt C(C1=CC=C(C(=O)[O-])C=C1)(=O)[O-].[Na+].[Na+]